(2-benzyloxy-4-bromo-5-methyl-phenyl)ethanone C(C1=CC=CC=C1)OC1=C(C=C(C(=C1)Br)C)C(C)=O